2,3-dimethylcyclobutan-1-one CC1C(CC1C)=O